(R)-N-(4-(6-((2S,6R)-2,6-dimethylmorpholino)pyridin-2-yl)thiazol-2-yl)azetidine-2-carboxamide hydrochloride Cl.C[C@@H]1O[C@@H](CN(C1)C1=CC=CC(=N1)C=1N=C(SC1)NC(=O)[C@@H]1NCC1)C